C1(CCC1)C(=O)OC(N1CCC(CC1)(CNC[C@@H](C)C1=CC=CC=C1)COC)CC1=CC=CC=C1 benzyl-((4-(methoxymethyl)-4-(((1R,2S)-2-phenylpropylamino) methyl) piperidin-1-yl) methyl) cyclobutanecarboxylate